(2R)-2-({[2,6-bis(propan-2-yl)phenyl]carbamoyl}amino)-3-(pyridin-3-yl)propanoic acid ethyl ester C(C)OC([C@@H](CC=1C=NC=CC1)NC(NC1=C(C=CC=C1C(C)C)C(C)C)=O)=O